6-(2-amino-6-fluoro-5-(7-((1-isopropylpiperidin-4-yl)oxy)benzo[d][1,3]dioxol-4-yl)pyridin-3-yl)-3,4-dihydroisoquinolin-1(2H)-one NC1=NC(=C(C=C1C=1C=C2CCNC(C2=CC1)=O)C1=CC=C(C=2OCOC21)OC2CCN(CC2)C(C)C)F